ClC=1C2=C(N=CN1)N(C=C2F)[C@@H]2O[C@@H]([C@H]([C@H]2O)O)[C@@H]2OCCC1=CC(=CC=C21)Cl (2R,3R,4S,5S)-2-(4-chloro-5-fluoro-pyrrolo[2,3-d]pyrimidin-7-yl)-5-[(1R)-6-chloroisochroman-1-yl]tetrahydrofuran-3,4-diol